FC1=C2C(=CNC2=CC=C1F)C(C(=O)N(CCC)CC)=O 2-(4,5-Difluoro-1H-indol-3-yl)-N-ethyl-2-oxo-N-propylacetamide